2,6-Dimethoxybenzoic acid-(2-methoxybenzyl) ester COC1=C(COC(C2=C(C=CC=C2OC)OC)=O)C=CC=C1